O(Cl)Cl.[Zr+4] zirconium (iv) oxychloride